(S)-ethyl 8-(2-amino-6-((R)-2,2,2-trifluoro-1-(3'-isopropyl-3-(3-methyl-1H-pyrazol-1-yl)-[1,1'-biphenyl]-4-yl)ethoxy)pyrimidin-4-yl)-2,8-diazaspiro[4.5]decane-3-carboxylate NC1=NC(=CC(=N1)N1CCC2(C[C@H](NC2)C(=O)OCC)CC1)O[C@@H](C(F)(F)F)C1=C(C=C(C=C1)C1=CC(=CC=C1)C(C)C)N1N=C(C=C1)C